trans-4-(4-(4-bromo-1H-pyrazol-1-yl)-1-((5-methoxy-7-methyl-1H-indol-4-yl)methyl)piperidin-2-yl)benzoic acid BrC=1C=NN(C1)[C@H]1C[C@@H](N(CC1)CC1=C2C=CNC2=C(C=C1OC)C)C1=CC=C(C(=O)O)C=C1